cis-6-dodecen-4-olide C1(CCC(C\C=C/CCCCC)O1)=O